4,5-dimethyl-2-(2-hydroxy-5-methoxyphenyl)imidazole tert-butyl-3-[2-(2-hydroxyethoxy)ethoxy]propionate C(C)(C)(C)OC(CCOCCOCCO)=O.CC=1N=C(NC1C)C1=C(C=CC(=C1)OC)O